ethyl 2-(2-(6-aminopyridin-3-yl)-6-((4-(trifluoromethoxy) pyridin-2-yl) amino) pyrimidin-4-yl)-2-azaspiro[4.5]decane-7-carboxylate NC1=CC=C(C=N1)C1=NC(=CC(=N1)N1CC2(CC1)CC(CCC2)C(=O)OCC)NC2=NC=CC(=C2)OC(F)(F)F